BrC=1C=C2C(=NC1OC(CCC1=C(C=CC(=C1)C)S(=O)(=O)N)C)N(C=C2)COCC[Si](C)(C)C [3-[(5-bromo-1-[[2-(trimethylsilyl)ethoxy]methyl]-1H-pyrrolo[2,3-b]pyridin-6-yl)oxy]butyl]-4-methylbenzene-1-sulfonamide